FC[C@H](CN(CC[C@@H](C(=O)O)NC(CC1(CCC1)C)=O)CCCCC1=NC=2NCCCC2C=C1)OC (S)-4-(((S)-3-fluoro-2-methoxypropyl)(4-(5,6,7,8-tetrahydro-1,8-naphthyridin-2-yl)butyl)amino)-2-(2-(1-methylcyclobutyl)acetamido)butanoic acid